CC1=NOC(=C1C=1C=C(C=CC1OCCN1CCC2(CC(N2)=O)CC1)NC(=O)C1CC1)C N-(3-(3,5-dimethylisoxazol-4-yl)-4-(2-(2-oxo-1,7-diazaspiro[3.5]nonan-7-yl)ethoxy)phenyl)cyclopropanecarboxamide